6-(4-chlorophenoxy)pyridin-3-amine ClC1=CC=C(OC2=CC=C(C=N2)N)C=C1